C1(=CC=CC=C1)C(N1C=NC(=C1)C1=C(C=O)C=CC=C1)(C1=CC=CC=C1)C1=CC=CC=C1 2-[1-(triphenylmethyl)-1H-imidazol-4-yl]benzaldehyde